tert-butyl (2R,4S)-2-[[2-[(4,4-difluorocyclohexyl)amino]-1-(5-fluoro-3-pyridyl)-2-oxo-ethyl]-[4-(pentafluoro-λ6-sulfanyl)phenyl]carbamoyl]-4-fluoro-pyrrolidine-1-carboxylate FC1(CCC(CC1)NC(C(C=1C=NC=C(C1)F)N(C(=O)[C@@H]1N(C[C@H](C1)F)C(=O)OC(C)(C)C)C1=CC=C(C=C1)S(F)(F)(F)(F)F)=O)F